silicon germanium-boron [B].[Ge].[Si]